4-(1-(2-Hydroxy-2-methylpropyl)-1H-pyrazol-4-yl)-2-((1-((4-(pyrrolidin-1-yl)butyl)sulfonyl)piperidin-4-yl)amino)pyrimidine-5-carbonitrile OC(CN1N=CC(=C1)C1=NC(=NC=C1C#N)NC1CCN(CC1)S(=O)(=O)CCCCN1CCCC1)(C)C